7-((5-((3S,4S)-4-fluoro-3-hydroxypiperidin-1-yl)pyridin-2-yl)amino)-4-(7-fluoroimidazo[1,2-a]pyridin-3-yl)isoindolin-1-one F[C@@H]1[C@H](CN(CC1)C=1C=CC(=NC1)NC=1C=CC(=C2CNC(C12)=O)C1=CN=C2N1C=CC(=C2)F)O